Cl.COC=1C(=NC=C(N1)C=1C=NC(=NC1)CNC)NC(=O)C=1C(=NOC1C)C1=CC=CC=C1 N-[3-methoxy-5-[2-(methylaminomethyl)pyrimidin-5-yl]pyrazin-2-yl]-5-methyl-3-phenyl-isoxazole-4-carboxamide hydrochloride